Methyl 2-benzylimidazo[1,2-a]pyridine-7-carboxylate C(C1=CC=CC=C1)C=1N=C2N(C=CC(=C2)C(=O)OC)C1